FC=1C=C(C=C(C1)F)N1CCOCC1 3,5-difluorophenyl-morpholine